N-((1,2,3,5,6,7-Hexahydro-s-indacen-4-yl)carbamoyl)-1-(2-(methylsulfonyl)ethyl)azetidine-3-sulfonamide, potassium salt [K].C1CCC2=C(C=3CCCC3C=C12)NC(=O)NS(=O)(=O)C1CN(C1)CCS(=O)(=O)C